1-fluoro-5-methyl-12-(methylsulfonyl)-5a,6,7,8,9,10-hexahydro-5H-4-oxa-3,10a,11,13,14-pentaaza-6,9-methanonaphtho[1,8-ab]heptalene-14-carboxylate FC1=C2N=C(N=C3C2=C(OC(C2C4CCC(CN32)N4C(=O)[O-])C)N=C1)S(=O)(=O)C